CN1CCN(CC1)C1=CC(=NC2=C(N=CC=C12)C1=CC=NN1)N1CCOCC1 4-(4-methylpiperazin-1-yl)-2-(morpholin-4-yl)-8-(1H-pyrazol-5-yl)-1,7-naphthyridine